C(C)(C)(C)OCCC=1C(=NOC1)C(=O)N (2-tert-butoxyethyl)isoxazole-3-carboxamide